[Cl-].C[N+](CC1=CC=CC=C1)(CC)C Dimethyl-Ethyl-Benzyl-Ammonium Chloride